Tert-butyl N-[2-[2-[3-[3-(2,6-dioxo-3-piperidyl)-2-oxo-1,3-benzoxazol-6-yl]propoxy]ethoxy] ethyl]carbamate O=C1NC(CCC1N1C(OC2=C1C=CC(=C2)CCCOCCOCCNC(OC(C)(C)C)=O)=O)=O